F[C@H]1CN(C[C@H]1NC1=C2C(=C(N=N1)C1=CC=C(C=C1)C(F)(F)F)N=CC=C2)C(=O)OC(C)(C)C tert-butyl (3S,4R)-3-fluoro-4-((8-(4-(trifluoromethyl)phenyl)pyrido[2,3-d]pyridazin-5-yl)amino)pyrrolidine-1-carboxylate